BrC=1C=C(C=CC1F)C(C(F)(F)F)NC(=O)C1CCOCC1 N-(1-(3-bromo-4-fluorophenyl)-2,2,2-trifluoroethyl)tetrahydro-2H-pyran-4-carboxamide